O=C1NC(CCC1C1=NN(C2=C(C=CC=C12)N1[C@@H](CN(CC1)C(=O)OC(C)(C)C)C)C)=O tert-butyl (3R)-4-[3-(2,6-dioxo-3-piperidyl)-1-methyl-indazol-7-yl]-3-methyl-piperazine-1-carboxylate